FC1=CC=C(C=C1)CC(=O)N1C[C@H](CC1)NC(OC(C)(C)C)=O tert-butyl {(3S)-1-[(4-fluorophenyl)acetyl]pyrrolidin-3-yl}carbamate